FC1=CC(=C(OC2=C(C=NC(=C2)C(F)(F)F)C(=O)NC2=CN=NC=C2)C=C1)OC 4-(4-fluoro-2-methoxy-phenoxy)-N-pyridazin-4-yl-6-(trifluoromethyl)pyridine-3-carboxamide